2-methylbutenyl α-methallyloxymethylacrylate C(C(C)=C)OCC(C(=O)OC=C(CC)C)=C